C1(=C(C=CC=C1)CCC=CC)C 5-(o-tolyl)-2-pentene